9-((3S,4R)-4-methylpiperidin-3-yl)-[1,2]oxaborinino[5,6-d]pyrrolo[2,3-b]pyridin-7(3H)-ol C[C@H]1[C@H](CNCC1)C1=CB(OC=2C1=C1C(=NC2)NC=C1)O